4-(1-hydroxy-9-oxo-9H-xanthen-3-yl)benzoic acid OC1=CC(=CC=2OC3=CC=CC=C3C(C12)=O)C1=CC=C(C(=O)O)C=C1